5-[(3S)-5',6'-dihydrospiro[pyrrolidine-3,4'-pyrrolo[1,2-b]pyrazol]-2'-yl]-3-[1-(pyrimidin-5-yl)ethoxy]pyridin-2-amine hydrochloride Cl.N=1N2C(=CC1C=1C=C(C(=NC1)N)OC(C)C=1C=NC=NC1)[C@@]1(CC2)CNCC1